C(C)OC(=O)C1=NC2=CC=C(C=C2C(=N1)N1[C@H](COCC1)C1=CC=CC=C1)C=1C(=NOC1C)C (S)-6-(3,5-dimethylisoxazol-4-yl)-4-(3-phenylmorpholino)quinazoline-2-carboxylic acid ethyl ester